4-(1,8-naphthyridin-2-yl)phenylphosphine oxide N1=C(C=CC2=CC=CN=C12)C1=CC=C(C=C1)[PH2]=O